C[C@H]1NC[C@@H](N(C1)C=1C=2C(N(C(C1)=O)C)=CN(N2)C2OCCCC2)CC#N ((2S,5R)-5-methyl-1-(4-methyl-5-oxo-2-(tetrahydro-2H-pyran-2-yl)-4,5-dihydro-2H-pyrazolo[4,3-b]pyridin-7-yl)piperazin-2-yl)acetonitrile